(2R,3S)-2-(3-(5-bromo-1H-imidazo[4,5-b]pyridin-1-yl)propyl)piperidin-3-ol dihydrochloride Cl.Cl.BrC1=CC=C2C(=N1)N=CN2CCC[C@H]2NCCC[C@@H]2O